C(C)(C)(C)C1=CC=C(C=C1)N1CC2=CC=CC=C2CC1 2-p-tert-butylphenyl-1,2,3,4-tetrahydroisoquinoline